Cl.CC1=NOC2=CN=C(C=C21)[C@@H](C)N (R)-1-(3-methylisoxazolo[5,4-c]pyridin-5-yl)ethan-1-amine hydrochloride